C(C)OC(CC(C)OC(C(CC(=O)OC(C)CC(=O)OCC)O)=O)=O bis-(4-ethoxy-4-oxo-butan-2-yl)-2-hydroxysuccinate